C(=CC1=CC=CC=C1)C1=CC=C(C=C1)B(O)O para-styrylphenylboronic acid